(1S)-2-(4-{6-chloro-2-[(1-cyclopropyl-5-methyl-1H-pyrazol-4-yl)amino]quinazolin-7-yl}piperidin-1-yl)-1-(3,5-difluorophenyl)ethan-1-ol ClC=1C=C2C=NC(=NC2=CC1C1CCN(CC1)C[C@@H](O)C1=CC(=CC(=C1)F)F)NC=1C=NN(C1C)C1CC1